3-pentene oxygen [O].CCC=CC